((n-butylsulfonyloxyimino)-4-methoxyphenyl)acetonitrile C(CCC)S(=O)(=O)ON=C1C(C=CC(=C1)OC)CC#N